benzyl ((3S,4S)-4-hydroxypyrrolidin-3-yl)carbamate hydrochloride Cl.O[C@@H]1[C@H](CNC1)NC(OCC1=CC=CC=C1)=O